COC(=O)C1=CC(=C2C(=NN(C2=C1)C1=CC=C(C=C1)F)Cl)S(N(CC1=CC=C(C=C1)OC)CC1=CC=C(C=C1)OC)(=O)=O methyl-4-(N,N-bis(4-methoxybenzyl) sulfamoyl)-3-chloro-1-(4-fluorophenyl)-1H-indazole-6-carboxylate